(1S,4S)-4-((5-(1-(2,2-difluoroethyl)-4-fluoro-2-methyl-1H-benzo[d]imidazol-6-yl)-6-fluoro-4-(methoxy-d3)pyrrolo[2,1-f][1,2,4]triazin-2-yl)amino)-1-methylcyclohexan-1-ol FC(CN1C(=NC2=C1C=C(C=C2F)C=2C(=CN1N=C(N=C(C12)OC([2H])([2H])[2H])NC1CCC(CC1)(O)C)F)C)F